N-(2-acetyl-5-methoxyphenyl)-2,2,2-trifluoroacetamide C(C)(=O)C1=C(C=C(C=C1)OC)NC(C(F)(F)F)=O